(R)-2-methyl-N-((S)-1-(oxazol-2-yl)ethyl)propane-2-sulfinamide CC(C)(C)[S@@](=O)N[C@@H](C)C=1OC=CN1